CN1N=CC(=C1)C=1N=C(C=2N(C1)N=CC2)O[C@@H]2C[C@@H](CCC2)NC(C#CC)=O |r| rac-N-((1R,3S)-3-((6-(1-methyl-1H-pyrazol-4-yl)pyrazolo[1,5-a]pyrazin-4-yl)oxy)cyclohexyl)but-2-ynamide